OC(CC(CC(CCCOCOCOCCCC(CC(CC(C)O)C)C)C)C)C 8-hydroxy-4,6-dimethylnonyloxymethyl ether